C1(=CC=CC=C1)C(COC(C1=C(C=C(C(=C1)N)F)Cl)=O)=O 2-Phenyl-2-oxoethyl-5-amino-2-chloro-4-fluorobenzoate